FC(C=1C=C(C=NC1)C1=NC=NN1)(F)F 5-[5-(trifluoromethyl)-3-pyridyl]-1,2,4-triazol